1-((1S,3R)-3-(((tert-butyldimethylsilyl)oxy)methyl)-5-(1-cyclopropyl-1H-pyrazol-4-yl)-1-methyl-3,4-dihydroisoquinolin-2(1H)-yl)-2-(2,6-dichlorophenyl)ethan-1-one [Si](C)(C)(C(C)(C)C)OC[C@@H]1N([C@H](C2=CC=CC(=C2C1)C=1C=NN(C1)C1CC1)C)C(CC1=C(C=CC=C1Cl)Cl)=O